C(C1=CC=CO1)N Furfuryl-amin